4-Chloro-7-(trimethylsilyl)benzo[c][2,7]naphthyridine ClC=1N=CC=C2C3=C(N=CC12)C(=CC=C3)[Si](C)(C)C